COC1=CC=C(CN2N=C(C3=CC=CC=C3C2=O)C2CCN(CC2)C(=O)OC(C)(C)C)C=C1 tert-butyl 4-(3-(4-methoxybenzyl)-4-oxo-3,4-dihydrophthalazin-1-yl)piperidine-1-carboxylate